N-(1H-pyrazol-3-yl)-N-(thiophen-2-ylmethyl)-2-(p-tolyloxy)acetamide N1N=C(C=C1)N(C(COC1=CC=C(C=C1)C)=O)CC=1SC=CC1